C(C)(C)C1=CC=C(C=N1)N1C(N([C@@H](C1)C#N)C1=CN=CC2=CC=CC=C12)=O (S)-1-(6-isopropylpyridin-3-yl)-3-(isoquinolin-4-yl)-2-oxoimidazoline-4-carbonitrile